2-((1R,3R,5S)-3-((5-cyclopropyl-3-(2,6-difluorophenyl)isoxazol-4-yl)methoxy)-8-azabicyclo[3.2.1]oct-8-yl)-6,7-dihydrobenzofuro[7,6-d]thiazole-5-carboxylic acid C1(CC1)C1=C(C(=NO1)C1=C(C=CC=C1F)F)COC1C[C@H]2CC[C@@H](C1)N2C=2SC1=C(N2)C2=C(CCO2)C(=C1)C(=O)O